NC(C(C)NC(=O)C1=CC=2C(NC=3C=CC=CC3C2S1)=O)=O N-(1-amino-1-oxopropan-2-yl)-4-oxo-4,5-dihydrothieno[3,2-c]quinoline-2-carboxamide